C1(CC1)CNC=1N=CC2=C(N(C(C=3C=C(C=CC23)CN2CCN(CC2)C)=O)[C@@H]2CC[C@H](CC2)O)N1 trans-3-((Cyclopropylmethyl)amino)-5-(4-hydroxycyclohexyl)-8-((4-methylpiperazin-1-yl)methyl)pyrimido[4,5-c]isoquinolin-6(5H)-one